benzyl 4-(2-chloropyrimidin-4-yl)-3,6-dihydropyridine-1(2H)-carboxylate ClC1=NC=CC(=N1)C=1CCN(CC1)C(=O)OCC1=CC=CC=C1